cyclohexadienoic acid C1(=CC=CCC1)C(=O)O